BrC=1N=CN(C1)CC#N 2-(4-bromo-1H-imidazol-1-yl)acetonitrile